4-phenyl-6-(2-phenylethyl)-2-[2-(1H-1,2,3,4-tetrazol-5-yl)propan-2-yl]quinoline C1(=CC=CC=C1)C1=CC(=NC2=CC=C(C=C12)CCC1=CC=CC=C1)C(C)(C)C1=NN=NN1